trans-N-(8-amino-6-(5-amino-4-methylpyridin-3-yl)-7-fluoroisoquinolin-3-yl)-2-ethyl-3-(1-methyl-1H-pyrazol-4-yl)cyclopropane-1-carboxamide NC=1C(=C(C=C2C=C(N=CC12)NC(=O)C1C(C1C=1C=NN(C1)C)CC)C=1C=NC=C(C1C)N)F